C(#N)C1=NC2=CC(=CC(=C2N=C1N1CC(C(CC1)(F)F)C)C(C)NC1=C(C(=O)O)C=CC=C1)C 2-((1-(2-cyano-3-(4,4-difluoro-3-methylpiperidin-1-yl)-7-methylquinoxalin-5-yl)ethyl)amino)benzoic acid